(R)-N-(4-(3-((7-(methylsulfonyl)quinazolin-2-yl)amino)piperidine-1-carbonyl)phenyl)acrylamide CS(=O)(=O)C1=CC=C2C=NC(=NC2=C1)N[C@H]1CN(CCC1)C(=O)C1=CC=C(C=C1)NC(C=C)=O